COC1=C(C=CC=C1OC)CNCC1=CC(=NC=C1)N1CCCCC1 N-[(2,3-dimethoxyphenyl)methyl]-1-[2-(1-piperidinyl)-4-pyridinyl]methylamine